TriazineThiol Sodium [Na].N1=NN=C(C=C1)S